C(CC(O)(C(=O)O)CC(=O)O)(=O)O.O.C(CC(O)(C(=O)O)CC(=O)O)(=O)O Citric acid monohydrate (citrate)